Benzyl (2R)-3-[4-(3,6-dihydro-2H-pyran-4-yl)phenyl]-2-hydroxypropanoate O1CCC(=CC1)C1=CC=C(C=C1)C[C@H](C(=O)OCC1=CC=CC=C1)O